4-((3,5-dimethylisoxazol-4-yl)methoxy)-N-(4-sulfamoylbenzyl)benzamide CC1=NOC(=C1COC1=CC=C(C(=O)NCC2=CC=C(C=C2)S(N)(=O)=O)C=C1)C